((1RS,2RS)-2-[1-(3-{[(2R,4R)-6-chloro-4-hydroxy-3,4-dihydro-2H-1-benzopyran-2-carbonyl]amino}bicyclo[1.1.1]pentan-1-yl)-1H-1,2,3-triazol-4-yl]cyclopropyl)methyl ethyl carbonate C(OC[C@H]1[C@@H](C1)C=1N=NN(C1)C12CC(C1)(C2)NC(=O)[C@@H]2OC1=C([C@@H](C2)O)C=C(C=C1)Cl)(OCC)=O |&1:3,4|